(R)-N-cyclopropyl-5-(4-(4-(difluoromethyl)pyrazolo[1,5-a]pyridin-2-yl)-1,4,6,7-tetrahydro-5H-imidazo[4,5-c]pyridin-5-yl)pyrazine-2-carboxamide C1(CC1)NC(=O)C1=NC=C(N=C1)N1[C@H](C2=C(CC1)NC=N2)C2=NN1C(C(=CC=C1)C(F)F)=C2